C[C@H](C=O)CC(=C)[C@@H]1C(C(=CC1)C)(C)C (2S)-2-methyl-4-[(1R)-2,2,3-trimethyl-3-cyclopenten-1-yl]-4-pentenal